NC1=C(C(N(C2=NC(=CC=C12)C(F)(F)F)C1=C2C=CN=C(C2=CC=C1)C)=O)C(=O)OC methyl 4-amino-1-(1-methylisoquinolin-5-yl)-2-oxo-7-(trifluoromethyl)-1,2-dihydro-1,8-naphthyridine-3-carboxylate